OCC=1N=C2N(CCN(C2)C(=O)OC(C)(C)C)C1 tert-Butyl 2-(hydroxymethyl)-5H,6H,7H,8H-imidazo[1,2-a]pyrazine-7-carboxylate